ON(C(C(=O)O)CC)O.[K] Potassium N,N-dihydroxyethyl-glycine